N1=C(C=CC=C1)CNC(=O)C=1N=C2N(C=CC=C2C2=C(C=CC=C2)OCC(F)(F)F)C1 N-(pyridin-2-ylmethyl)-8-(2-(2,2,2-trifluoroethoxy)phenyl)imidazo[1,2-a]pyridine-2-carboxamide